N-(1-cyclobutyl-4-fluoro-6-(1-hydroxycyclobutyl)-1H-benzo[d]imidazol-2-yl)-3,3-dimethylbutanamide C1(CCC1)N1C(=NC2=C1C=C(C=C2F)C2(CCC2)O)NC(CC(C)(C)C)=O